COC(CC(=O)N[C@H](C(=O)O)CCN(CCCCC1=NC=2NCCCC2C=C1)CCOC1=CC=CC=C1)(C)C (S)-2-(3-methoxy-3-methylbutanamido)-4-((2-phenoxyethyl)(4-(5,6,7,8-tetrahydro-1,8-naphthyridin-2-yl)butyl)amino)butanoic acid